OCC1C=CC(CN1C)C(=O)N 6-(hydroxymethyl)-1-methyl-1,2,3,6-tetrahydropyridine-3-carboxamide